CN([C@H]1C[C@H](CCC1)NC1=NC2=CC=C(C=C2C=N1)B1OC(C(O1)(C)C)(C)C)C |r| rac-(1R,3S)-N1,N1-dimethyl-N3-(6-(4,4,5,5-tetramethyl-1,3,2-dioxaborolan-2-yl)quinazolin-2-yl)cyclohexane-1,3-diamine